(-)-3-amino-1,2-propanediol NCC(CO)O